2-bromo-[1,2,4]triazolo[1,5-a]pyrimidin-5-ol BrC1=NN2C(N=C(C=C2)O)=N1